CC=1C(=C(C=C(C1)C(F)(F)F)O)C1=NC=2N(C=C1)N=C(N2)N2CCOCC2 3-methyl-2-(2-morpholino-[1,2,4]triazolo[1,5-a]pyrimidin-5-yl)-5-(trifluoromethyl)phenol